2-(1-chloro-7-methoxyisoquinolin-4-yl)benzonitrile ClC1=NC=C(C2=CC=C(C=C12)OC)C1=C(C#N)C=CC=C1